piperazine disodium salt [Na].[Na].N1CCNCC1